3-(5-(3-((4-(5-((1r,3r)-3-((5-(5H-pyrido[4,3-b]indol-7-yl)pyridin-2-yl)oxy)cyclobutoxy)pyridin-2-yl)but-3-yn-1-yl)oxy)azetidin-1-yl)-1-oxoisoindolin-2-yl)piperidine-2,6-dione C1=NC=CC=2NC=3C=C(C=CC3C21)C=2C=CC(=NC2)OC2CC(C2)OC=2C=CC(=NC2)C#CCCOC2CN(C2)C=2C=C1CN(C(C1=CC2)=O)C2C(NC(CC2)=O)=O